4-aminocyclohexyl-alanine NC1CCC(CC1)N[C@@H](C)C(=O)O